C(CS)(=O)OCCOC(CS)=O ethyleneglycol bisthioglycolate